ONC(\C=C\C1=C(C=CC=C1)NCC=1SC=CN1)=O (E)-N-hydroxy-3-(2-((thiazol-2-ylmethyl)amino)phenyl)acrylamide